1'H-4,4'-bipyrazole N1N=CC(=C1)C=1C=NNC1